1-(2-carbamoyl-3-chlorophenyl)-3,3-dimethyl-2-oxoindolin C(N)(=O)C1=C(C=CC=C1Cl)N1C(C(C2=CC=CC=C12)(C)C)=O